ClC=1C=C2N=CC(N(C2=CC1)C)=O 6-chloro-N-methylquinoxalin-2(1H)-one